N-(5-Chloro-1H-pyrrolo[3,2-b]pyridin-3-yl)-5-[(tetrahydro-2H-pyran-4-yl)oxy]-1H-benzo[d]imidazol-2-amine ClC1=CC=C2C(=N1)C(=CN2)NC2=NC1=C(N2)C=CC(=C1)OC1CCOCC1